4,4'-bis(5-trifluoromethyl-3,4-dicarboxyphenoxy)biphenyl FC(C=1C(=C(C=C(OC2=CC=C(C=C2)C2=CC=C(C=C2)OC2=CC(=C(C(=C2)C(F)(F)F)C(=O)O)C(=O)O)C1)C(=O)O)C(=O)O)(F)F